FC(OC1=CC=C(C=C1)N(C1CCN(CC1)C=1C=NC(=NC1)C)C=1C=NC=CC1C)F (p-difluoromethoxyphenyl)(4-methyl-3-pyridyl)[1-(2-methyl-5-pyrimidinyl)-4-piperidyl]amine